4-bromo-1,2-phenylenediamine BrC1=CC(=C(C=C1)N)N